tert-butyl (6-(7-(difluoromethyl)-6-(1-methyl-1H-pyrazol-4-yl)-3,4-dihydroquinolin-1(2H)-yl)-4-methoxypyridin-2-yl)carbamate FC(C1=C(C=C2CCCN(C2=C1)C1=CC(=CC(=N1)NC(OC(C)(C)C)=O)OC)C=1C=NN(C1)C)F